C(CCCCCCCCCCCCCCCCCCCCCCCCCCCCCCCCCCCCCCC)(=O)OCCCCCCCCCCCCCCCCCCCCCCCCCCC heptacosan-1-yl tetracontanoate